r-(methacryloxy)propyl-trimethoxysilane C(C(=C)C)(=O)OCCC[Si](OC)(OC)OC